5-Chloro-2-[(4-methoxyphenyl)methyl]-4-(trifluoromethyl)-2,3-dihydropyrazin-3-one ClC=1N(C(C(NC1)CC1=CC=C(C=C1)OC)=O)C(F)(F)F